BrC1(C(C=CC=C1)Br)C1=CC=CC=C1 o-dibromobiphenyl